N1(CCNCC1)CCOCCOCCOCC(=O)OC(C)(C)C tert-butyl 2-[2-[2-(2-piperazin-1-ylethoxy)ethoxy]ethoxy]acetate